(E)-1,4-diazepan-5-one trifluoroacetate salt FC(C(=O)O)(F)F.N1CCNC(CC1)=O